COCC(=O)OC1CC(CCC1C(C)C)C menthyl (2-methoxy)acetate